C12CN(CC(CC1)N2)C2=CC=C(C=C2)C2C(NC(CC2)=O)=O 3-(4-(3,8-diazabicyclo[3.2.1]octane-3-yl)phenyl)piperidine-2,6-dione